Cl.C(CCC)=O butan-1-one Hydrochloride salt